2,6-di-tertiary-butyl-4-methoxyphenol C(C)(C)(C)C1=C(C(=CC(=C1)OC)C(C)(C)C)O